ClC1=CC=C(CS(=O)(=NC2=C(N=C3N2C=CC(=C3)C3=NOC(=N3)C(F)(F)F)C)C)C=C1 (4-chlorobenzyl)(methyl)((2-methyl-7-(5-(trifluoromethyl)-1,2,4-oxadiazol-3-yl)imidazo[1,2-a]pyridin-3-yl)imino)-λ6-sulfanone